tert-butyl (8aS)-6-chloro-4-fluoro-5-[5-methyl-1-(oxan-2-yl)-1H-benzimidazol-4-yl]-8a,9,11,12-tetrahydropyrazino[2',1':3,4][1,4]oxazepino[5,6,7-de]quinazoline-10(8H)-carboxylate ClC1=C2C3=C(N=CN=C3C(=C1C1=C(C=CC=3N(C=NC31)C3OCCCC3)C)F)N3[C@H](CO2)CN(CC3)C(=O)OC(C)(C)C